lithium chloramine NCl.[Li]